((1H-pyrazol-1-yl)methyl)-2-methyl-2,3-dihydrobenzofuran N1(N=CC=C1)CC1(OC2=C(C1)C=CC=C2)C